4-((2-bromo-7-chloroquinolin-4-yl)methyl)morpholine BrC1=NC2=CC(=CC=C2C(=C1)CN1CCOCC1)Cl